ClC1=C(C=CC(=C1)Cl)C1=CC2=C(C=C(O2)CN2CCN(CC2)CC2=NC3=C(N2C[C@H]2OCC2)C=C(C=C3)C(=O)O)C=C1 (S)-2-((4-((6-(2,4-Dichlorophenyl)benzofuran-2-yl)methyl)piperazin-1-yl)methyl)-1-(oxetan-2-ylmethyl)-1H-benzo[d]imidazole-6-carboxylic acid